[S].[N]=O nitrogen oxide sulfur